FCCOCCOC=1C=C(C=CC1)C(C1CCNCC1)C1=CC=C(C=C1)F 4-((3-(2-(2-Fluoroethoxy)ethoxy)phenyl)(4-fluorophenyl)methyl)piperidine